CC=1C=NC2=CC=CC=C2C1C=1CCN(CC1)S(=O)(=O)C=1C=NN2C1OCCC2 3-((4-(3-methylquinolin-4-yl)-3,6-dihydropyridin-1(2H)-yl)sulfonyl)-6,7-dihydro-5H-pyrazolo[5,1-b][1,3]oxazine